Cl.C1(CCCCC1)CN1CCCN(CC2(CC2)CN(CCC1)S(=O)(=O)N1CCCCC1)S(=O)(=O)C1=CC=C([NH+](C)C)C=C1 4-((9-(cyclohexylmethyl)-13-(piperidin-1-ylsulfonyl)-5,9,13-triazaspiro[2.11]tetradecan-5-yl)sulfonyl)-N,N-dimethylanilinium hydrochloride